NC1=NC(=C(C=C1C=1C=C2CCNC(C2=CC1F)=O)C1=CC(=C(C=C1)N1CCNCC1)C(F)(F)F)F 6-(2-amino-6-fluoro-5-(4-(piperazin-1-yl)-3-(trifluoromethyl)phenyl)pyridin-3-yl)-7-fluoro-3,4-dihydroisoquinolin-1(2H)-one